methyl 3-(2-(((1s,3s)-3-((5-((tert-butoxycarbonyl) amino) pentyl) amino) cyclopentyl) amino)-5-(trifluoromethyl) pyrimidin-4-yl)-7-(dimethylphosphoryl)-1H-indole-6-carboxylate C(C)(C)(C)OC(=O)NCCCCCN[C@@H]1C[C@H](CC1)NC1=NC=C(C(=N1)C1=CNC2=C(C(=CC=C12)C(=O)OC)P(=O)(C)C)C(F)(F)F